COC1=C(C=CC(=C1)CCNC1CCCC=2C3=CC=CC=C3NC12)O 2-methoxy-4-(2-((2,3,4,9-tetrahydro-1H-carbazol-1-yl)amino)ethyl)phenol